FC(=C(C(=O)O)C(C(C(C(C(F)(F)F)(F)F)(F)F)(F)F)(F)F)F.C[Si](OCCCCC)(OCCCCC)C1=CC=CC=C1 methyl-(phenyl)dipentoxysilane perfluoro-pentyl-acrylate